ClC1=CC=C(C(=O)NC2=CC=C(C=C2)CC[C@H]2NCCC2)C=C1 |r| (RS)-4-Chloro-N-[4-(2-pyrrolidin-2-yl-ethyl)-phenyl]-benzamid